NC1=C(C2=C(CN(CC2)C(=O)OC(C)(C)C)S1)C=1SC2=C(N1)C=C(C=C2)F tert-butyl 2-amino-3-(5-fluorobenzo[d]thiazol-2-yl)-4,7-dihydrothieno[2,3-c]pyridine-6(5H)-carboxylate